N-[[5-[(1S)-1,2-dihydroxyethyl]-8-[4-(trifluoromethoxy)phenyl]-6-quinolyl]methyl]-N-methyl-prop-2-enamide O[C@H](CO)C1=C2C=CC=NC2=C(C=C1CN(C(C=C)=O)C)C1=CC=C(C=C1)OC(F)(F)F